[Si](C)(C)(C(C)(C)C)OC1C(N(C(C1)C1CC1)NC(C(=O)OCC)=N)=O ethyl 2-[[3-[tert-butyl (dimethyl) silyl]oxy-5-cyclopropyl-2-oxo-pyrrolidin-1-yl]amino]-2-imino-acetate